ClC=1C=C(C=NC1)C1=NC(=C2N=CN(C2=N1)[C@H]1[C@@H]([C@@H]([C@H](O1)C(=O)NC([2H])([2H])[2H])O)O)NCCC (2s,3s,4r,5r)-5-(2-(5-chloropyridin-3-yl)-6-(propylamino)-9H-purin-9-yl)-3,4-dihydroxy-N-(methyl-d3)-tetrahydrofuran-2-carboxamide